(5-(2,6-dioxopiperidin-3-yl)-4-fluoropyridin-3-yl)methyl methanesulfonate CS(=O)(=O)OCC=1C=NC=C(C1F)C1C(NC(CC1)=O)=O